C(C)(C)(C)OC(=O)N[C@@H](C(=O)O)CCCN1C(C2=CC=CC=C2C1=O)=O (2R)-2-(tert-Butoxycarbonylamino)-5-(1,3-dioxoisoindolin-2-yl)pentanoic acid